C1(=CC=C(C2=CC=CC=C12)B1OC(C(O1)(C)C)(C)C)C1=CC=C(C2=CC=CC=C12)C1=CC=C(C2=CC=CC=C12)C1=CC=CC2=CC=CC=C12 2-([1,1':4',1'':4'',1'''-quaternaphthalen]-4-yl)-4,4,5,5-tetramethyl-1,3,2-dioxaborolane